2-(7-((2S,5R)-4-(1-(4-cyclopropylphenyl)propyl)-2,5-dimethylpiperazin-1-yl)-4-methyl-5-oxo-4,5-dihydro-2H-pyrazolo[4,3-b]pyridin-2-yl)acetonitrile C1(CC1)C1=CC=C(C=C1)C(CC)N1C[C@@H](N(C[C@H]1C)C=1C=2C(N(C(C1)=O)C)=CN(N2)CC#N)C